[Cl-].[Cl-].ClC(C=1C=C(C=CC1)C(=[Zr+2](C1=C(C=CC=2C3=CC=C(C=C3CC12)C(C)(C)C)C(C)(C)C)C1C=CC=C1)C1=CC(=CC=C1)C(Cl)(Cl)Cl)(Cl)Cl di-(m-trichloromethyl-phenyl)methylene(cyclopentadienyl)(2,7-di-tert-butylfluorenyl)zirconium dichloride